ClC1=CC=C(CNC(=S)N)C=C1 1-(4-chlorobenzyl)thiourea